OC1=C(C=C(C=C1)B(O)O)OC 4-HYDROXY-3-METHOXYPHENYLBORONIC ACID